C(C)(=O)[O-].C[N+](C)(C)C tetramethylammonium acetic acid salt